CN=C1C(=CN=C2SCCCN21)C#N 6-(methylimino)-2H,3H,4H,6H-pyrimido[2,1-b][1,3]thiazine-7-carbonitrile